ClC1=C(C(=NC=C1)NC(C)=O)C#N N-(4-chloro-3-cyanopyridin-2-yl)acetamide